BrC1=NC=C(C(=C1)NC1CC(CC(C1)O[Si](C)(C)C(C)(C)C)NC(OC(C)(C)C)=O)[N+](=O)[O-] tert-butyl (3-((2-bromo-5-nitropyridin-4-yl)amino)-5-((tert-butyldimethylsilyl)oxy)cyclohexyl)carbamate